FC1([C@@H]([C@@H](N(C1)C(C(C)(C)O)=O)CC=1C(=C(C=CC1)C1=CC=CC=C1)F)NS(=O)(=O)C)F N-[(2S,3R)-4,4-difluoro-2-[(2-fluoro[1,1'-biphenyl]-3-yl)methyl]-1-(2-hydroxy-2-methylpropanoyl)pyrrolidin-3-yl]methanesulfonamide